2-azaspiro[4.4]nonane-2-carboxylate C1N(CCC12CCCC2)C(=O)[O-]